BrC1=C2C(=NC(=C1)Cl)C(=NN2C(C)C)[N+](=O)[O-] 7-bromo-5-chloro-1-isopropyl-3-nitro-1H-pyrazolo[4,3-b]pyridine